(R)-2-(4-((5-cyclopropyl-3-(2,6-dichlorophenyl)isoxazol-4-yl)methyl)-2-methylpiperazin-1-yl)-4-isopropylbenzo[d]Thiazole-6-carboxylic acid methyl ester COC(=O)C1=CC2=C(N=C(S2)N2[C@@H](CN(CC2)CC=2C(=NOC2C2CC2)C2=C(C=CC=C2Cl)Cl)C)C(=C1)C(C)C